2-methyl-5-(cis-2-phenylcyclopropyl)benzofuran-3-carboxylic acid CC=1OC2=C(C1C(=O)O)C=C(C=C2)[C@H]2[C@H](C2)C2=CC=CC=C2